COCCOC1CCC(CC1)NC(C1=CC(=NC(=C1)N1C=NC=C1)C1=CN=CS1)=O N-((1r,4r)-4-(2-methoxyethoxy)cyclohexyl)-2-(thiazol-5-yl)-6-(1H-imidazol-1-yl)isonicotinamide